3-[6-(2-isopropylsulfanyl-pyridin-3-yl)-quinolin-2-yl]-propionic acid C(C)(C)SC1=NC=CC=C1C=1C=C2C=CC(=NC2=CC1)CCC(=O)O